3,4-dihydroxyquinolin OC=1C=NC2=CC=CC=C2C1O